Chloropentanimin ClC(CCCC)=N